[B].[Fe].[Tb] terbium-iron-boron